COC1=CC=C(C=C1)N1CN(CC1C1=CC=CC=C1)C1=CC=CC=C1 3-(4-methoxyphenyl)-1,4-diphenyl-imidazolidine